ClC1=CC=C(C=C1)S(=O)(=O)N1CC2(CC2C1)C#CC1=NC=CC=C1 3-((4-chlorophenyl)sulfonyl)-1-(pyridin-2-ylethynyl)-3-azabicyclo[3.1.0]hexane